C1(CC1)C=1C2=C(C(N(N1)CC(=O)NC1=NC=CC=N1)=O)SC(=C2)NC [4-Cyclopropyl-2-(methylamino)-7-oxo-6H,7H-thieno[2,3-d]pyridazin-6-yl]-N-(pyrimidin-2-yl)acetamide